BrC1=CC=C(OC2=CC=C(C=C2)C(CC(=O)N)=O)C=C1 3-(4-(4-bromophenoxy)phenyl)-3-oxopropanamide